(S)-4-((3-(aminomethyl)pyrrolidin-1-yl)methyl)-2-chloro-5-ethoxybenzonitrile disuccinate C(CCC(=O)O)(=O)O.C(CCC(=O)O)(=O)O.NC[C@H]1CN(CC1)CC1=CC(=C(C#N)C=C1OCC)Cl